N-(4-tert-amyl-cyclohexyl)-3,5-bis-[4-tert-butylcyclohexylcarbonylamino]-benzamide C(C)(C)(CC)C1CCC(CC1)NC(C1=CC(=CC(=C1)NC(=O)C1CCC(CC1)C(C)(C)C)NC(=O)C1CCC(CC1)C(C)(C)C)=O